7-fluoro-9-(4-phenoxyphenyl)-3,4-dihydropyrido[2,1-c][1,2,4]thiadiazine 2,2-dioxide FC=1C=C(C2=NS(CCN2C1)(=O)=O)C1=CC=C(C=C1)OC1=CC=CC=C1